1-[6-[(6-acetyl-8-cyclopentyl-5-methyl-7-oxo-pyrido[2,3-d]-pyrimidin-2-yl)amino]-3-pyridinyl]-4-fluoropiperidine-4-carbaldehyde C(C)(=O)C1=C(C2=C(N=C(N=C2)NC2=CC=C(C=N2)N2CCC(CC2)(C=O)F)N(C1=O)C1CCCC1)C